vinyl-4-hydroxybutylether C(=C)C(CCCOCCCC(C=C)O)O